OC(CON1C(CC(CC1(C)C)=O)(C)C)(C)C 1-(2-hydroxy-2-methylpropoxy)-4-oxo-2,2,6,6-tetramethylpiperidine